OC1(CCC1)C1=CC=C(CC=2C(NC3=CC=NC=C3C2)=O)C=C1 3-(4-(1-hydroxycyclobutyl)benzyl)-1,6-naphthyridin-2(1H)-one